N-(5-((5-chloropyridin-2-yl)methoxy)-1,3,4-thiadiazol-2-yl)-6-methoxy-4-morpholinonicotinamide ClC=1C=CC(=NC1)COC1=NN=C(S1)NC(C1=CN=C(C=C1N1CCOCC1)OC)=O